7-(1-methyl-1H-pyrazol-4-yl)-5-{[(6S)-5-oxa-8-azaspiro[3.5]nonan-6-yl]methoxy}-1,6-naphthyridine CN1N=CC(=C1)C1=NC(=C2C=CC=NC2=C1)OC[C@H]1OC2(CCC2)CNC1